C1=CC=CC=2C3=CC=CC=C3N(C12)C1=CC=C(C=C1)C1=NC(=NC(=N1)C1=CC=CC=C1)C=1C=C(C=CC1)B(O)O (3-(4-(4-(9H-carbazol-9-yl)phenyl)-6-phenyl-1,3,5-triazin-2-yl)phenyl)boronic acid